(1R,2R,4R)-4-methylcyclohexan-1,2-diamin C[C@H]1C[C@H]([C@@H](CC1)N)N